O=C1NC2(C(N1)=O)CC(CC2)CC2=NC(=CC=C2S(=O)(=O)N)C=2OC1=C(C2)C(=CC=C1)F ((2,4-dioxo-1,3-diazaspiro[4.4]nonane-7-yl)methyl)-6-(4-fluorobenzofuran-2-yl)pyridine-3-sulfonamide